((4-methoxyphenyl)sulfonyl)-1-methyl-4,5,6,7-tetrahydro-1H-pyrrolo[2,3-c]pyridine-2-carboxylic acid ethyl ester C(C)OC(=O)C1=C(C2=C(CNCC2)N1C)S(=O)(=O)C1=CC=C(C=C1)OC